2-bromo-7-methyl-5H-pyrrolo[2,3-b]Pyrazine-5-carboxylate BrC=1N=C2C(=NC1)N(C=C2C)C(=O)[O-]